Cl.FC(S(=O)(=O)C=1C(=C(C=CC1)[C@@H](C)N)C)F (R)-1-(3-((difluoromethyl)sulfonyl)-2-methylphenyl)ethan-1-amine hydrochloride